3-[m-(hydroxymethyl)phenyl]propyl 2-methyl-2-propanecarbamate CC(C)(C)NC(=O)OCCCC1=CC(=CC=C1)CO